C(=O)(O)C(CCC=1NC=C(C[C@H](N)C(=O)O)N1)N 2-(3-carboxy-3-aminopropyl)-L-histidine